methyl-dihydroxyacetone CC(C(C)=O)(O)O